(R)-7-(6-(1-(2,2-difluoro-1-(4-fluoro-phenyl)propyl)-1H-pyrazol-4-yl)-3,5-difluoropyridin-2-yl)-[1,2,4]triazolo[1,5-a]pyridin-2-amine FC([C@@H](C1=CC=C(C=C1)F)N1N=CC(=C1)C1=C(C=C(C(=N1)C1=CC=2N(C=C1)N=C(N2)N)F)F)(C)F